CC1=NN(C(=C1)C)C1=CC(=C(C=C1)O)F 4-(3,5-dimethyl-1H-pyrazol-1-yl)-2-fluorophenol